FC=1C=C(C=C(C1OC(F)(F)F)F)C1=C(C=C(C=C1)C1=CCC(CC1)C1OCC(CO1)CCC)F 2-[4-[4-[3,5-difluoro-4-(trifluoromethoxy)phenyl]-3-fluorophenyl]cyclohex-3-en-1-yl]-5-propyl-1,3-dioxane